6-[1-(4-fluorophenyl)-4-hydroxy-2-tetrahydropyran-4-yl-indol-3-yl]spiro[3.3]heptane-2-carboxylic acid FC1=CC=C(C=C1)N1C(=C(C2=C(C=CC=C12)O)C1CC2(CC(C2)C(=O)O)C1)C1CCOCC1